(Z)-2-(4-bromobenzylidene)-6-((2,6-dimethylbenzyl)sulfonyl)-2H-benzo[b][1,4]thiazin-3(4H)-one BrC1=CC=C(\C=C/2\C(NC3=C(S2)C=CC(=C3)S(=O)(=O)CC3=C(C=CC=C3C)C)=O)C=C1